(3R,6S)-naphthalen-1-ylmethyl 3-(2-amino-2-oxoethyl)-6-butyl-8-isopentyl-4,7-dioxohexahydropyrazino[2,1-c][1,2,4]oxadiazine-1(6H)-carboxylate NC(C[C@@H]1C(N2C(N(O1)C(=O)OCC1=CC=CC3=CC=CC=C13)CN(C([C@@H]2CCCC)=O)CCC(C)C)=O)=O